C(=O)(O)C1CN(C1)C1=CC=C2C=C(C(OC2=C1)=O)C=1OC2=C(N1)C=CC=C2 7-(3-carboxyazetidin-1-yl)-3-(benzoxazol-2-yl)coumarin